4-(phenylmethylthio)-2-(trifluoromethyl)benzonitrile C1(=CC=CC=C1)CSC1=CC(=C(C#N)C=C1)C(F)(F)F